FC=1C=C(OC=2C=CC3=C(C=NS3)C2C)C=C(C1)F 5-(3,5-difluorophenoxy)-4-methylbenzo[d]isothiazole